C(C)(C)(C)OC(=O)N1[C@@H](CN(CC1)C1=CC(=C(C=C1)[N+](=O)[O-])O)C.C[C@H]1N(CCN(C1)C1=CC2=C(N(C(O2)=O)C)C=C1)C(=O)NCCCCC1=CC=CC=C1 (2R)-2-Methyl-4-(3-methyl-2-oxo-1,3-benzoxazol-6-yl)-N-(4-phenylbutyl)piperazine-1-carboxamide tert-Butyl-(2R)-4-(3-hydroxy-4-nitrophenyl)-2-methylpiperazine-1-carboxylate